C(C1=CC=CC=C1)SC=1C=C(C=C2C=NNC12)C 7-(benzylthio)-5-methyl-1H-indazole